3-cyclopropyl-7-methyl-3,4-dihydroacridine-1,9(2H,10H)-dione C1(CC1)C1CC(C=2C(C3=CC(=CC=C3NC2C1)C)=O)=O